FC1=CC(=C(C=C1C)O)B1OC(C(O1)(C)C)(C)C 4-fluoro-5-methyl-2-(4,4,5,5-tetramethyl-1,3,2-dioxaborolan-2-yl)phenol